Lithium 4-((1-cyclopropylpiperidin-4-yl)amino)-1-(1-(difluoromethyl)cyclopropyl)-6-oxo-1,6-dihydropyridine-3-carboxylate C1(CC1)N1CCC(CC1)NC=1C(=CN(C(C1)=O)C1(CC1)C(F)F)C(=O)[O-].[Li+]